[4-(4-aminocinnolin-7-yl)-2-methyl-1,3-benzoxazol-6-yl]boronic Acid Formic Acid Salt C(=O)O.NC1=CN=NC2=CC(=CC=C12)C1=CC(=CC2=C1N=C(O2)C)B(O)O